C(=O)O.FC1(CN(C1)C1CCN(CC1)C1=C(C=NC=C1)C=1C=C2N(N=CC(=C2N[C@H]2COCC2)C(=NC2=C(C=C(C=C2)O)CC)N)C1)F 6-[4-[4-(3,3-difluoroazetidin-1-yl)-1-piperidyl]-3-pyridyl]-N'-(2-ethyl-4-hydroxy-phenyl)-4-[[(3R)-tetrahydrofuran-3-yl]amino]pyrrolo[1,2-b]pyridazine-3-carboxamidine formic acid salt